NC=1C=2N(C3=CC(=C(C=C3N1)F)C(=O)N([C@@H]1COC3=C1C=CC(=C3)C(F)(F)F)CC)C=NC2 (S)-4-amino-N-ethyl-7-fluoro-N-(6-(trifluoro-methyl)-2,3-dihydrobenzofuran-3-yl)imidazo-[1,5-a]quinoxaline-8-carboxamide